CC(COC(CC)O)OC (Methyl-2-Methoxyethoxy)-Propanol